C(C1=CC=CC=C1)=O benzaldehyd